Ethyl 2-(trans-4-((4-(1-isopropyl-1H-pyrazol-4-yl)pyridin-2-yl)((trans-4-(5-methoxy-6-methylpyridin-2-yl)cyclohexyl)methyl)carbamoyl)cyclohexyl)acetate C(C)(C)N1N=CC(=C1)C1=CC(=NC=C1)N(C(=O)[C@@H]1CC[C@H](CC1)CC(=O)OCC)C[C@@H]1CC[C@H](CC1)C1=NC(=C(C=C1)OC)C